(4-(chlorosulfonyl)benzyl)diethylphenylphosphonium bromide [Br-].ClS(=O)(=O)C1=CC=C(C[P+](C2=CC=CC=C2)(CC)CC)C=C1